2-[4-[(E)-3-(4-Fluorophenyl)-3-oxoprop-1-enyl]-2-methoxyphenoxy]acetic acid FC1=CC=C(C=C1)C(/C=C/C1=CC(=C(OCC(=O)O)C=C1)OC)=O